4-(5-(piperidine-1-carbonyl)-1H-pyrrolo[2,3-b]pyridin-1-yl)benzoic acid N1(CCCCC1)C(=O)C=1C=C2C(=NC1)N(C=C2)C2=CC=C(C(=O)O)C=C2